ethyl (5-cyano-2-oxo-1-(1-(4-(propan-2-ylidene)cyclohexyl)piperidin-4-yl)indolin-3-yl)carbamate C(#N)C=1C=C2C(C(N(C2=CC1)C1CCN(CC1)C1CCC(CC1)=C(C)C)=O)NC(OCC)=O